CC1=NN2C(N=CC=C2C(=O)[O-])=C1 2-methylpyrazolo[1,5-a]pyrimidin-7-carboxylate